Ethyl (S)-3-(3-(4-Hydroxy-1-methyl-2-oxo-1,2-dihydropyridin-3-yl)ureido)-3-(3'-methoxy-5-methylbiphenyl-3-yl)propanoat OC1=C(C(N(C=C1)C)=O)NC(N[C@@H](CC(=O)OCC)C=1C=C(C=C(C1)C)C1=CC(=CC=C1)OC)=O